CN1N=C2C=CC=C(C2=C1)C1=NN(C2=C(C=CC=C12)C)C=1C=CC(=NC1)N1CC2(C1)CN(CC2)C(=O)OC(C)(C)C tert-butyl 2-(5-{2',7-di-methyl-1H,2'H-[3,4'-biindazol]-1-yl}pyridin-2-yl)-2,6-diazaspiro[3.4]octane-6-carboxylate